C(C)(C)(C)[SiH2]NC(O)=O.C(C)(C)(C)[SiH2]NC(O)=O tert-butylsilylcarbamate (tert-butyl silylcarbamate)